4-((2R,3S,5S)-3-(3,4-difluoro-2-methoxyphenyl)-5-(1,1-difluoroethyl)-5-methyltetrahydrofuran-2-carboxamido)picolinamide FC=1C(=C(C=CC1F)[C@H]1[C@@H](O[C@](C1)(C)C(C)(F)F)C(=O)NC1=CC(=NC=C1)C(=O)N)OC